C(#N)C=1C=C2C(C3=NC4=CC=C(C=C4C(N3C2=CC1)=O)C(=O)N1CCN(CC1)C(=O)OC(C)(C)C)=O tert-butyl 4-(8-cyano-6,12-dioxo-6,12-dihydroindolo[2,1-b]quinazoline-2-carbonyl)piperazine-1-carboxylate